(2S,4R)-2-(dimethylcarbamoyl)-4-(2-ethoxy-2-oxoethyl)pyrrolidine-1-carboxylic acid tert-butyl ester C(C)(C)(C)OC(=O)N1[C@@H](C[C@@H](C1)CC(=O)OCC)C(N(C)C)=O